1,9-dihydro-6H-purin-6-one diphosphate OP(O)(=O)OP(=O)(O)O.N1C=NC=2NC=NC2C1=O